N=1NN=C2C(=NC=CC21)N 2H-[1,2,3]triazolo[4,5-c]pyridin-4-amine